N-[[2-Fluoro-6-(trifluoromethyl)phenyl]methyl]-6-imidazol-1-yl-3-(2-trimethylsilylethoxymethyl)benzimidazole-4-carboxamide FC1=C(C(=CC=C1)C(F)(F)F)CNC(=O)C1=CC(=CC=2N=CN(C21)COCC[Si](C)(C)C)N2C=NC=C2